CC1=C(C(=NO1)C=1C=NC(=CC1)C)CN1N=CC(=CC1=O)C1=CCN(CC1)C(=O)OC(C)(C)C tert-Butyl 4-(1-((5-methyl-3-(6-methylpyridin-3-yl)isoxazol-4-yl)methyl)-6-oxo-1,6-dihydropyridazin-4-yl)-5,6-dihydropyridine-1(2H)-carboxylate